(6,7-difluoro-9H-carbazole-2-yl)methanamine hydrochloride Cl.FC=1C=C2C=3C=CC(=CC3NC2=CC1F)CN